mercaptoaniline C1=CC=C(C=C1)NS